[rac-(5S,7S)-7-Fluoro-5-phenyl-6,7-dihydro-5H-pyrrolo[1,2-b][1,2,4]triazol-2-yl]-[3-(trifluoromethyl)azetidin-1-yl]methanon F[C@H]1C[C@H](N2N=C(N=C21)C(=O)N2CC(C2)C(F)(F)F)C2=CC=CC=C2 |r|